BrC=1C=2N(C=C(C1)O)N=C1C2C=NN1 4-bromo-6-hydroxy-1H-pyrazolo[3',4':3,4]pyrazolo[1,5-a]pyridine